C1(=CC=CC=C1)[C@@H](C)N[C@@H](C(=O)N)CC1(CC1)C(F)(F)F (2R)-2-[[(1R)-1-phenylethyl]amino]-3-[1-(trifluoromethyl)cyclopropyl]propanamide